1-(6-amino-5-fluoropyridin-2-yl)-N-(5-chloro-2-methyl-6-(2H-1,2,3-triazol-2-yl)pyridin-3-yl)-5-(trifluoromethyl)-1H-pyrazole-4-carboxamide NC1=C(C=CC(=N1)N1N=CC(=C1C(F)(F)F)C(=O)NC=1C(=NC(=C(C1)Cl)N1N=CC=N1)C)F